2-(5-bromo-1,3-thiazol-2-yl)propan-2-ol BrC1=CN=C(S1)C(C)(C)O